ClC1=CC=C2C(=NC=3N(C2=C1)C=NN3)N(C=3C=C(C=CC3)C#CC3(CCCC3)O)C ((3-((8-chloro-[1,2,4]triazolo[4,3-a]quinazolin-5-yl)(methyl)amino)phenyl)ethynyl)cyclopentan-1-ol